5-(3-methylicosan-3-yl)oxazol-2(3H)-one CC(CC)(CCCCCCCCCCCCCCCCC)C1=CNC(O1)=O